COC(=O)N amino-formic acid methyl ester